(R)-methyl 2-(3-(5-(3-hydroxy-1-methyl-2-oxopyrrolidin-3-yl)isoxazol-3-yl)phenyl)-5-isopropylthiazole-4-carboxylate O[C@@]1(C(N(CC1)C)=O)C1=CC(=NO1)C=1C=C(C=CC1)C=1SC(=C(N1)C(=O)OC)C(C)C